C1=CC=CC=2C3=CC=CC=C3N(C12)C1=CC=C(C=C1)OB(O)O 4-(9H-carbazole-9-yl)phenylboric acid